tert-butyl ((1S,3r)-3-(5-(5-(ethoxy-d5)pyridin-2-yl)-4-(2-fluorophenyl)-4H-1,2,4-triazol-3-yl)cyclobutyl)carbamate C(C([2H])([2H])[2H])(OC=1C=CC(=NC1)C=1N(C(=NN1)C1CC(C1)NC(OC(C)(C)C)=O)C1=C(C=CC=C1)F)([2H])[2H]